3,16,18-trimethyl-1-oxa-4,7,10,13,16-pentazacyclononadecane-5,8,11,14,17-pentone CC1COCC(C(N(CC(NCC(NCC(NCC(N1)=O)=O)=O)=O)C)=O)C